(R)-3-(2-fluoro-5-(trifluoromethoxy)phenyl)-1-(3-hydroxy-3-methylbutan-2-yl)-N-(3-methyl-1,1-dioxidothietan-3-yl)-1H-pyrazolo[4,3-b]pyridine-6-carboxamide FC1=C(C=C(C=C1)OC(F)(F)F)C1=NN(C=2C1=NC=C(C2)C(=O)NC2(CS(C2)(=O)=O)C)[C@H](C)C(C)(C)O